(tetracyclopropyl-λ5-bismuthanyl)amine C1(CC1)[Bi](C1CC1)(C1CC1)(C1CC1)N